L-N-t-butoxycarbonyl-vinylglycine methyl ester COC(CN(C(=O)OC(C)(C)C)C=C)=O